(2S,4R)-N-(4-(1H-1,2,3-triazol-5-yl)benzyl)-4-hydroxy-1-((S)-3-methyl-2-(1-oxoisoindolin-2-yl)butanoyl)pyrrolidine-2-carboxamide N1N=NC=C1C1=CC=C(CNC(=O)[C@H]2N(C[C@@H](C2)O)C([C@H](C(C)C)N2C(C3=CC=CC=C3C2)=O)=O)C=C1